1-(9Z-tetradecenoyl)-2-(7Z,10Z,13Z,16Z,19Z-docosapentaenoyl)-sn-glycero-3-phosphocholine CCCC/C=C\CCCCCCCC(=O)OC[C@H](COP(=O)([O-])OCC[N+](C)(C)C)OC(=O)CCCCC/C=C\C/C=C\C/C=C\C/C=C\C/C=C\CC